BrC=1C=C2C(=CN(C(C2=C(C1)F)=O)C1CCN(CC1)C(=O)OC(C)(C)C)C tert-butyl 4-(6-bromo-8-fluoro-4-methyl-1-oxoisoquinolin-2-yl)piperidine-1-carboxylate